ClC=1N=C(N2C1C(=CC(=C2)S(NC2(COC2)C)(=O)=O)N2CCN(CC2)C(=O)N(C)CCN(C)C)C=2SC(=NN2)C(F)F 4-(1-chloro-3-(5-(difluoromethyl)-1,3,4-thiadiazol-2-yl)-6-(N-(3-methyloxetan-3-yl)sulfamoyl)imidazo[1,5-a]pyridin-8-yl)-N-(2-(dimethylamino)ethyl)-N-methylpiperazine-1-carboxamide